C1(CC1)[C@H](C)N1C(C2=C(C=C(C=C2C1)C1=NC2=C(C(=NN2C=C1)N)C(=O)NCCC(C)(C)O)C(F)(F)F)=O 2-[(S)-1-cyclopropylethyl]-5-{2-amino-3-[(3-hydroxy-3-methylbutylamino)carbonyl]-1,4,7a-triaza-5-indenyl}-7-(trifluoromethyl)-1-isoindolinone